CN1N=NC2=C1C=CC(=C2C)C(C(C(=O)OC)(C)C)C2=CC(=CC=C2)COCC2=CC=C(C=C2)OC methyl 3-(1,4-dimethyl-1H-benzo[d][1,2,3]triazol-5-yl)-3-(3-(((4-methoxybenzyl) oxy) methyl) phenyl)-2,2-dimethylpropionate